(Z)-2-(4-chloro-2-fluorophenyl)-3-(2,3-dichlorophenyl)acrylonitrile ClC1=CC(=C(C=C1)/C(/C#N)=C/C1=C(C(=CC=C1)Cl)Cl)F